(3R,4R)-3-((3-cyclobutyl-5-((3-hydroxypiperidin-4-yl)methylamino)pyrazolo[1,5-a]pyrimidin-7-yl)amino)-5-fluorobenzonitrile C1(CCC1)C=1C=NN2C1N=C(C=C2NC=2C=C(C#N)C=C(C2)F)NC[C@@H]2[C@H](CNCC2)O